(3-chloro-4-propoxy-phenyl)boronic acid ClC=1C=C(C=CC1OCCC)B(O)O